Oxalylaminopropionic Acid CC(C(=O)O)NN1C(=O)C1=O